OC1=CC=C(C=C1)C(=C(CC)C1=CC=C(C=C1)O)C1=CC=C(OCCN2CCC(CC2)CN2C(C(N(C(C2([2H])[2H])([2H])[2H])C=2C(=C3C(N(C(C3=CC2)=O)C2C(NC(CC2)=O)=O)=O)F)([2H])[2H])([2H])[2H])C=C1 5-(4-((1-(2-(4-(1,2-bis(4-hydroxyphenyl)but-1-en-1-yl)phenoxy)ethyl)piperidin-4-yl)methyl)piperazin-1-yl-2,2,3,3,5,5,6,6-d8)-2-(2,6-dioxopiperidin-3-yl)-4-fluoroisoindoline-1,3-dione